(E)-3-(1-(3,5-bis(trifluoromethyl)benzyl)-1H-pyrrolo[2,3-b]pyridin-3-yl)-2-cyanoacrylic acid FC(C=1C=C(CN2C=C(C=3C2=NC=CC3)/C=C(/C(=O)O)\C#N)C=C(C1)C(F)(F)F)(F)F